COC1=NC=C(C2=C1N=C(S2)NC(=O)N2CC1(CC2)CCOCC1)C=1C=NN(C1)CC1OCCCC1 8-Oxa-2-aza-spiro[4.5]decane-2-carboxylic acid {4-methoxy-7-[1-(tetrahydro-pyran-2-ylmethyl)-1H-pyrazol-4-yl]-thiazolo[4,5-c]pyridin-2-yl}-amide